C(C)(C)(C)OC(=O)N1C2(CC2)CN(CC1)C=1N=NC(=CC1)Cl 7-(6-Chloropyridazin-3-yl)-4,7-diazaspiro[2.5]octane-4-carboxylic acid tert-butyl ester